C12(CC3CC(CC(C1)C3)C2)NC(OC2=CC(=CC=C2)C=2C=NC=C(C2)C=O)=O 3-(5-formylpyridin-3-yl)phenyl ((1s,3s)-adamantan-1-yl)carbamate